6-(4-chlorobenzyl)-9-isopropyl-2-(pyrimidin-4-yl)-2,6,9-triazaspiro[4.5]decane-7,10-dione ClC1=CC=C(CN2C3(CCN(C3)C3=NC=NC=C3)C(N(CC2=O)C(C)C)=O)C=C1